The molecule is a glycopeptidolipid antigen from clinically prominent members of the Mycobacterium avium serocomplex. It has a role as an antigen. CCCCCCCCCCCCCCCCCCCCCCCCCCCCCC(CC(=O)N[C@H](CC1=CC=CC=C1)C(=O)N[C@H]([C@@H](C)OC2[C@@H]([C@@H]([C@@H]([C@@H](O2)C)O)O)O[C@H]3[C@@H]([C@@H]([C@H]([C@@H](O3)C)O)O[C@H]4[C@H]([C@@H]([C@@H]([C@@H](O4)C)O[C@H]5[C@@H]([C@H]([C@@H]([C@H](O5)C(=O)O)O[C@H]6[C@H]([C@@H]([C@@H]([C@@H](O6)C)OC)O)OC)O)O)O)OC)O)C(=O)N[C@H](C)C(=O)N[C@@H](C)COC7[C@@H]([C@@H]([C@H]([C@@H](O7)C)OC)OC)O)O